ClC=1N=C2C(=C(C(N(C2=CC1)C)=O)C#N)N1CCN(CC1)CC1=C(C=C(C=C1)C#N)F 6-Chloro-4-{4-[(4-cyano-2-fluorophenyl)methyl]piperazin-1-yl}-1-methyl-2-oxo-1,2-dihydro-1,5-naphthyridin-3-carbonitril